4-acetyl-naphthoic acid C(C)(=O)C1=CC=C(C2=CC=CC=C12)C(=O)O